ClC1=CC=NC2=CN=C(C=C12)OC 4-chloro-6-methoxy-1,7-naphthyridine